N-(4-(4-amino-2,7-dimethyl-7H-pyrrolo[2,3-d]pyrimidin-5-yl)-2,3-difluorophenyl)-2-(3-chlorophenyl)-2-hydroxyacetamide NC=1C2=C(N=C(N1)C)N(C=C2C2=C(C(=C(C=C2)NC(C(O)C2=CC(=CC=C2)Cl)=O)F)F)C